ethyl-(4-hydroxy-2,6-dimethylbenzoyl) phenylphosphinate C1(=CC=CC=C1)P(OC(C1=C(C(=C(C=C1C)O)CC)C)=O)=O